COC1=CC=C(C=C1)C(C)(C)C=1N=C(SC1)NC(=O)NCC1=NC(=CC=C1)N1CCNCC1 1-(4-(2-(4-methoxyphenyl)propan-2-yl)thiazol-2-yl)-3-((6-(piperazin-1-yl)pyridin-2-yl)methyl)urea